C(C)(=O)N[C@H](C(=O)N1CC2(CC2)C[C@H]1C(=O)N[C@@H](C[C@H]1C(NCC1)=O)C(COC(F)(F)F)=O)C(C)(C)C (S)-5-((S)-2-acetamido-3,3-dimethylbutanoyl)-N-((S)-3-oxo-1-((S)-2-oxopyrrolidin-3-yl)-4-(trifluoromethoxy)butan-2-yl)-5-azaspiro[2.4]heptane-6-carboxamide